bis-(2-chloroethyl)amino-4-hydroxyphenyl-aminomethanone ClCCN(CCCl)NC(=O)C1=CC=C(C=C1)O